C(C)(C)(C)C=1C=C(C=C(C1O)C(C)(C)C)C(C(=O)[O-])(C)C1=CC(=C(C(=C1)C(C)(C)C)O)C(C)(C)C bis(3,5-di-tert.-butyl-4-hydroxyphenyl)-propionate